5-hydroxybenzo[d]oxazol-2(3H)-one OC=1C=CC2=C(NC(O2)=O)C1